N1(CCCC1)C1=C(C=NC=C1)N1S(C2=C(C1)C(=CC=C2)F)(=O)=O N-(4-(pyrrolidin-1-yl)pyridin-3-yl)-4-fluorobenzo[d]isothiazole-1,1-dioxide